C(C)(C)C1=C(NC2=CC=C(C=C12)C1CCNCC1)C=1C(=CC=2N(C1)C=CN2)C 6-(3-isopropyl-5-(piperidin-4-yl)-1H-indol-2-yl)-7-methylimidazo[1,2-a]pyridine